FC=1C=C(C=CC1)C=1C=C(C(=NC1)C(=NO)N)S(=O)C 5-(3-fluorophenyl)-N'-hydroxy-3-methylsulfinyl-pyridine-2-carboxamidine